N(=O)N1CCOC2=C1C=CC=C2 4-Nitroso-3,4-dihydro-2H-1,4-benzoxazine